NC1=NN(C(=C1C(=O)O)C)C(C)C1=CC=CC=C1 3-amino-5-methyl-1-(1-phenylethyl)-1H-pyrazole-4-carboxylic acid